3-[2-amino-2-(1,3-benzothiazol-2-yl)ethyl]benzonitrile hydrochloride Cl.NC(CC=1C=C(C#N)C=CC1)C=1SC2=C(N1)C=CC=C2